Tert-butyl ((6-bromo-2-oxo-1,2,3,4-tetrahydro-1,8-naphthyridin-3-yl)methyl)carbamate BrC=1C=C2CC(C(NC2=NC1)=O)CNC(OC(C)(C)C)=O